4,6-dimethyl-1-heptanol CC(CCCO)CC(C)C